[Si](C)(C)(C(C)(C)C)O[C@H]1[C@@H](O[C@@]([C@H]1O[Si](C)(C)C(C)(C)C)(CO[Si](C)(C)C(C)(C)C)F)N1C(=S)NC(=O)C=C1 2',3',5'-tri-O-(t-butyldimethylsilyl)-4'-fluoro-2-thiouridine